FC1=C(C(=CC(=C1)OCCN1CC(C1)CF)F)[C@H]1N([C@@H](CC2=C1NC1=CC=CC=C21)C)C[C@@H](C(=O)O)C (S)-3-((1R,3R)-1-(2,6-difluoro-4-(2-(3-(fluoromethyl)azetidin-1-yl)ethoxy)phenyl)-3-methyl-1,3,4,9-tetrahydro-2H-pyrido[3,4-b]indol-2-yl)-2-methylpropanoic acid